5-(trifluoromethyl)-2-[4-(trifluoromethyl)phenyl]pyrazole FC(C=1C=CN(N1)C1=CC=C(C=C1)C(F)(F)F)(F)F